BrC=1C=C2C(=NN(C2=CC1)C(C)C)COC=1C=C(C=CC1)CC(=O)OC methyl 2-(3-((5-bromo-1-isopropyl-1H-indazol-3-yl)methoxy)phenyl)acetate